(3aR,6aS)-N-(5-chloro-4-(5,5-dimethyl-5,6-dihydro-4H-pyrrolo[1,2-b]pyrazol-3-yl)pyridin-2-yl)octahydrocyclopenta[c]pyrrole-5-carboxamide ClC=1C(=CC(=NC1)NC(=O)C1C[C@@H]2[C@@H](CNC2)C1)C1=C2N(N=C1)CC(C2)(C)C